ethyl 3-(2-((tertbutyldimethylsilyl)oxy)ethyl)-7-(2-cyanoethyl)-5-oxo-6,7-dihydro-5H-pyrrolo[1,2-c]imidazole-7-carboxylate C(C)(C)(C)[Si](OCCC1=NC=C2N1C(CC2(C(=O)OCC)CCC#N)=O)(C)C